ClC=1C=C(OC2CCN(CC2)C(=O)OC(C)(C)C)C=CC1C(F)(F)F tert-Butyl 4-[3-chloro-4-(trifluoromethyl)phenoxy]piperidine-1-carboxylate